(S)-5-methyl-N-(3-(1-(quinoxalin-2-ylamino)ethyl)phenyl)nicotinamide CC=1C=NC=C(C(=O)NC2=CC(=CC=C2)[C@H](C)NC2=NC3=CC=CC=C3N=C2)C1